2-(2,2-difluorobenzo[d][1,3]dioxol-5-yl)-1-((S)-7'-methyl-6'-(pyrimidin-2-yl)-3',4'-dihydro-1'h-spiro[pyrrolidin-3,2'-[1,8]naphthyridin]-1-yl)propan-1-one FC1(OC2=C(O1)C=CC(=C2)C(C(=O)N2C[C@@]1(NC3=NC(=C(C=C3CC1)C1=NC=CC=N1)C)CC2)C)F